C(C)(C)(C)OC(=O)N[C@H](C1=NC2=C(N1)C=CC(=C2F)[C@H]2[C@@H](COC2)C(=O)O)C2CCC(CC2)C(F)(F)F |&1:19,20| (3SR,4RS)-4-(2-{(S)-(tert-Butoxycarbonylamino)[4-(trifluoromethyl)cyclohexyl]methyl}-4-fluoro-1H-benzimidazol-5-yl)tetrahydrofuran-3-carboxylic acid